8-(pyrimidin-5-yl)-2-(trifluoromethyl)chromeno[7,8-d]imidazol-6(3H)-one N1=CN=CC(=C1)C=1OC2=C(C(C1)=O)C=CC=1NC(=NC12)C(F)(F)F